C(=O)SN formylthioamine